ClC1=CC=C(C=C1)N1B(C2=C(C(=N1)C(C)C)C=CC=C2)O 2-(p-chlorophenyl)-4-isopropyl-1,2-dihydro-2,3,1-benzodiazaborinin-1-ol